methyl (R)-2-(((benzyloxy)carbonyl)amino)-3-(7-isopropoxythieno[3,2-b]pyridine-2-carboxamido)propanoate C(C1=CC=CC=C1)OC(=O)N[C@@H](C(=O)OC)CNC(=O)C1=CC2=NC=CC(=C2S1)OC(C)C